1,4-dimethylanthracene CC1=CC=C(C2=CC3=CC=CC=C3C=C12)C